l-β-D-ribofuranosyl-(3-nitropyrrole) [C@@H]1([C@H](O)[C@H](O)[C@H](O1)CO)C=1NC=CC1[N+](=O)[O-]